1-(4-bromophenoxy)-3-(4-bromophenylthio)propan-2-yl acrylate C(C=C)(=O)OC(COC1=CC=C(C=C1)Br)CSC1=CC=C(C=C1)Br